4-fluoro-2-methoxycarbonylmethyl-pyrrolidine-1-carboxylic acid tert-butyl ester C(C)(C)(C)OC(=O)N1C(CC(C1)F)CC(=O)OC